2-(5-fluoroindolin-3-yl)ethanol FC=1C=C2C(CNC2=CC1)CCO